OCC=1C=C(C=CC1)C1=NN(C=C1OC1=CC=C(C#N)C=C1)[C@@H]1OCCCC1 |r| (rac)-4-[3-[3-(hydroxymethyl)phenyl]-1-tetrahydropyran-2-yl-pyrazol-4-yl]oxybenzonitrile